O\N=C\1/CC2CN(C(C1)C2)C(=O)OC(C)(C)C tert-butyl (E)-3-(hydroxyimino)-6-azabicyclo[3.2.1]octane-6-carboxylate